CS(=O)(=O)OC1N(CCCC1)CC1=CC=CC=C1 1-benzylpiperidinyl methanesulfonate